[(1R,2R,5R)-5-Isopropenyl-2-methyl-cyclohexyl] propionate C(CC)(=O)O[C@H]1[C@@H](CC[C@H](C1)C(=C)C)C